C1(C2=CC=C(C(=O)OCCO1)C=C2)=O di-methylene terephthalate